(E)-3-(3,5-di-tert-butyl-4-hydroxyphenyl)acryloyl chloride C(C)(C)(C)C=1C=C(C=C(C1O)C(C)(C)C)/C=C/C(=O)Cl